FC=1C=C2C=CC=NC2=C(C1)C1=C(C=C(C=C1OC)OC)S(=O)(=O)N (6-fluoroquinolin-8-yl)-3,5-dimethoxy-benzenesulfonamide